N[C@@H]([C@H](O)C)C(=S)S Dithiothreonine